N-(4-((7-chloro-1-methyl-2-((1-methyl-2-oxo-5-(trifluoromethyl)-1,2-dihydropyridin-3-yl)amino)-1H-imidazo[4,5-b]pyridin-6-yl)oxy)pyridin-2-yl)hydroxyacetamide ClC1=C2C(=NC=C1OC1=CC(=NC=C1)NC(CO)=O)N=C(N2C)NC=2C(N(C=C(C2)C(F)(F)F)C)=O